3-(2,6-dichloro-3,5-dimethoxyphenyl)-7-(methylthio)-1-(4-nitrophenyl)-3,4-dihydropyrimido[4,5-d]pyrimidin-2(1H)-one ClC1=C(C(=C(C=C1OC)OC)Cl)N1C(N(C2=NC(=NC=C2C1)SC)C1=CC=C(C=C1)[N+](=O)[O-])=O